sodium 2,4,6-trimethylbenzoyldiphenylphosphine oxide CC1=C(C(=O)P(C2=CC=CC=C2)(C2=CC=CC=C2)=O)C(=CC(=C1)C)C.[Na]